ClC1=CC=C(OC2=CC(=C(C=C2)C(\C(=C\N2N=CN=C2)\C)O)C(F)(F)F)C=C1 (E)-1-(4-(4-chlorophenoxy)-2-(trifluoromethyl)phenyl)-2-methyl-3-(1H-1,2,4-triazol-1-yl)prop-2-en-1-ol